methyl (2R,3S,5R)-3-((N,N-dimethylsulfamoyl)amino)-2-((((1S,3S,6R)-6-(5-fluoropyrimidin-2-yl)bicyclo[4.1.0]heptan-3-yl)oxy)methyl)-5-methylpyrrolidine-1-carboxylate CN(S(=O)(=O)N[C@@H]1[C@@H](N([C@@H](C1)C)C(=O)OC)CO[C@@H]1C[C@@H]2C[C@@]2(CC1)C1=NC=C(C=N1)F)C